N12CCC(CC1)(CC2)N2C=C1C(N=CN=C1)=CC2=O 6-(quinuclidin-4-yl)pyrido[4,3-d]pyrimidin-7(6H)-one